NC1=C(SC2=NC(=CC=C21)C)C(=O)NCCC2=CC(=C(C=C2)N2CCNCC2)O 3-Amino-N-(3-hydroxy-4-(piperazin-1-yl)phenethyl)-6-methylthieno[2,3-b]pyridine-2-carboxamide